8-(4-trifluoromethoxyphenyl)-6-fluoro-3,4-dihydrobenzo[e][1,2,3]oxathiazine 2,2-dioxide FC(OC1=CC=C(C=C1)C1=CC(=CC=2CNS(OC21)(=O)=O)F)(F)F